CNC1=NC=C(C2=CC(=NC=C12)N)C1=NN2C(C=CC(=C2)N2CCOCC2)=N1 N1-methyl-4-(6-morpholino-[1,2,4]triazolo[1,5-a]pyridin-2-yl)-2,7-naphthyridin-1,6-diamine